C(#C)[C@@H]1CCC(N1)=O (S)-5-ethynyl-pyrrolidin-2-one